methacryloylethyl-trifluoropropyl-carboxylic acid C(C(=C)C)(=O)C(CC(F)(F)F)(C(=O)O)CC